C[Si](OC[C@H]1[C@@H](C[C@@H]2OC[C@H](CC[C@@H]21)COCC(=O)OC(C)(C)C)OC2OCCCC2)(C(C)(C)C)C 2-methyl-2-propanyl {[(3R,5aR,6S,7R,8aS)-6-({[dimethyl(2-methyl-2-propanyl)silyl]oxy}methyl)-7-(tetrahydro-2H-pyran-2-yloxy)octahydro-2H-cyclopenta[b]oxepin-3-yl]methoxy}acetate